1-chloro-4-(phenylethynyl)benzene ClC1=CC=C(C=C1)C#CC1=CC=CC=C1